BrC=1C(=C(C(=NC1)OC)C(=O)C1=C(C(=C(C=C1C)OC)OC)OC)Cl (5-bromo-4-chloro-2-methoxy-pyridin-3-yl)-(2,3,4-trimethoxy-6-methyl-phenyl)-methanone